CC1(C=C(CC1)C(C)OC(COC(C(C)O)=O)(C)C)C 2-hydroxypropionic acid 2-[1-(3,3-dimethyl-1-cyclopenten-1-yl) ethoxy]-2-methylpropyl ester